[2-[3-[2-(2,6-dioxo-3-piperidyl)-1,3-dioxo-isoindolin-5-yl]propoxy] ethyl]-N-methyl-carbamate O=C1NC(CCC1N1C(C2=CC=C(C=C2C1=O)CCCOCCOC(NC)=O)=O)=O